BrC=1C=C(C(=O)OC)C=C(C1)O methyl 3-bromo-5-hydroxybenzoate